C(C)(=O)N1CN(CCC1)CCC(=O)NC1=NC=CC(=C1)NC1=CN=NC(=C1)C1=C(C=CC(=C1)Cl)F 3-(3-Acetyl-1,3-Diazinan-1-yl)-N-(4-{[6-(5-Chloro-2-Fluorophenyl)Pyridazin-4-yl]Amino}Pyridin-2-yl)Propanamid